2-[3-[2-chloro-6-(2,6-dimethylphenyl)pyrimidin-4-yl]oxy-1-piperidyl]-N-(3-sulfamoylphenyl)acetamide ClC1=NC(=CC(=N1)OC1CN(CCC1)CC(=O)NC1=CC(=CC=C1)S(N)(=O)=O)C1=C(C=CC=C1C)C